C(=O)O.C(C=C)S[C@@H]1[C@@H]([C@H]([C@H]([C@H](O1)[C@@H](C(CC=C)(C)C)N)O)O)O (R)-1-((2R,3R,4S,5R,6R)-6-(allylsulfanyl)-3,4,5-trihydroxytetrahydro-2H-pyran-2-yl)-2,2-dimethylpent-4-en-1-amine formate